N-((5-chloro-6-((3-methylisoxazol-5-yl)methoxy)-1H-indol-2-yl)methyl)oxetane-3-carboxamide ClC=1C=C2C=C(NC2=CC1OCC1=CC(=NO1)C)CNC(=O)C1COC1